Cl.CO[C@H]1CNCCC1 |r| racemic-3-methoxypiperidine hydrochloride